COC1=CC=C(CN2C(N3C(CN(CC3)C(=O)OC(C)(C)C)C2)=O)C=C1 Tert-butyl 2-(4-methoxybenzyl)-3-oxohexahydroimidazo[1,5-a]pyrazine-7(1H)-carboxylate